C(#N)C=1C(=NN(C1N(C)CC1=CC=C(C=C1)F)C(=O)C=1SC=CC1)C1CC(N(C1)S(=O)(=O)N(C)C)O 4-(4-Cyano-5-{[(4-fluorophenyl)methyl](methyl)amino}-1-(thiophen-2-carbonyl)-1H-pyrazol-3-yl)-2-hydroxy-N,N-dimethylpyrrolidin-1-sulfonamid